2-(4,4-difluoropiperidin-1-yl)-6-methylnicotinamide FC1(CCN(CC1)C1=C(C(=O)N)C=CC(=N1)C)F